C(C1=CC=CC=C1)OC1=C2C3=C(N(C2=CC=C1)C(=O)OC(C)(C)C)C=NC(=C3COC)C(=O)OC(C)C 9-(tert-butyl) 3-isopropyl 5-(benzyloxy)-4-(methoxymethyl)-9H-pyrido[3,4-b]indole-3,9-dicarboxylate